N-(1-(2-(((1H-pyrrolo[3,2-c]pyridine-2-yl)methyl)amino)-2-oxoethyl)-6-oxo-2-phenyl-1,6-dihydropyrimidin-5-yl)-5-phenyl-1H-1,2,4-triazole-3-carboxamide N1C(=CC=2C=NC=CC21)CNC(CN2C(=NC=C(C2=O)NC(=O)C2=NNC(=N2)C2=CC=CC=C2)C2=CC=CC=C2)=O